(S)-2,2'-(7-(2-((2-((2-((1-amino-3-(1H-indol-3-yl)-1-oxopropan-2-yl)amino)-2-oxoethyl)amino)-2-oxoethyl)amino)-2-oxoethyl)-1,4,7-triazonane-1,4-diyl)diacetate NC([C@H](CC1=CNC2=CC=CC=C12)NC(CNC(CNC(CN1CCN(CCN(CC1)CC(=O)[O-])CC(=O)[O-])=O)=O)=O)=O